C(C=C)OC(=O)C1=CC2=C(S1)C=CC(=C2)CP(=O)(OCC)OCC 5-((diethoxyphosphoryl)methyl)benzo[b]thiophene-2-carboxylic acid allyl ester